pyroglutamyl-prolyl-glutamic acid N1[C@@H](CCC1=O)C(=O)N1[C@@H](CCC1)C(=O)N[C@@H](CCC(=O)O)C(=O)O